α-methyl-D-leucine C[C@@](N)(CC(C)C)C(=O)O